C(C)OC1=NC=CC=C1C1=NC(=C(C=C1)OC1CC2(CN(C2)C2=C(C=C(C=C2)F)C(F)(F)F)C1)C(=O)N[C@H]1CN(CC1)CCC(=O)O (R)-3-(3-(2'-ethoxy-5-((2-(4-fluoro-2-(trifluoromethyl)phenyl)-2-azaspiro[3.3]heptan-6-yl)oxy)-[2,3'-bipyridine]-6-carboxamido)pyrrolidin-1-yl)propanoic acid